4-(aminomethyl)phthalazin-1(2H)-one NCC1=NNC(C2=CC=CC=C12)=O